2-{[4-(3-carbamoylphenyl)-6-propylquinolin-2-yl]oxy}acetic acid C(N)(=O)C=1C=C(C=CC1)C1=CC(=NC2=CC=C(C=C12)CCC)OCC(=O)O